2-(thiazol-2-yl)-1H-naphthalene S1C(=NC=C1)C1CC2=CC=CC=C2C=C1